(S)-N-(1-(2-(4-(5-(3-cyano-5-fluorophenyl)-4,5-dihydro-1H-pyrazole-1-carbonyl)piperazin-1-yl)-5-fluoropyrimidin-4-yl)-3,5-dimethyl-1H-pyrazol-4-yl)-2-cyclopropylacetamide C(#N)C=1C=C(C=C(C1)F)[C@@H]1CC=NN1C(=O)N1CCN(CC1)C1=NC=C(C(=N1)N1N=C(C(=C1C)NC(CC1CC1)=O)C)F